2-(8-(4-hydroxybutyl)-2,8-diazaspiro[4.5]decan-2-yl)propane-1,3-diyl bis(2-heptylnonanoate) C(CCCCCC)C(C(=O)OCC(COC(C(CCCCCCC)CCCCCCC)=O)N1CC2(CC1)CCN(CC2)CCCCO)CCCCCCC